2-[(3-{3-[(4-chloro-2-cyanophenoxy)methyl]phenoxy}azetidin-1-yl)methyl]-1-[(1-ethyl-1H-imidazol-5-yl)methyl]-1H-1,3-benzodiazole-6-carboxylic acid ClC1=CC(=C(OCC=2C=C(OC3CN(C3)CC3=NC4=C(N3CC3=CN=CN3CC)C=C(C=C4)C(=O)O)C=CC2)C=C1)C#N